FC(C(=O)O)(F)F.ClC1=CC=C(CN2N=CC(=C2)C2=CC(=NC=C2)C=2NC(=C(N2)C)C)C=C1 4-[1-(4-Chlorobenzyl)-1H-pyrazol-4-yl]-2-(4,5-dimethyl-1H-imidazol-2-yl)pyridine Trifluoroacetate Salt